2-(7-amino-3H-1,2,3-triazolo[4,5-d]pyrimidin-3-yl)cyclohexanemethanol NC=1C2=C(N=CN1)N(N=N2)C2C(CCCC2)CO